CC1(OCCN(C1)CC(=O)NC=1C=C(C(=NC1)C)NC(=O)C1=NN=C2N1C=CC(=C2)C=2C=NN(C2)C)C N-(5-(2-(2,2-dimethylmorpholino)acetamido)-2-methylpyridin-3-yl)-7-(1-methyl-1H-pyrazol-4-yl)-[1,2,4]triazolo[4,3-a]pyridine-3-carboxamide